CC(C)(C)OC(=O)C1=NC=CC(=C1N)CBr 2-Boc-amino-4-bromomethylpyridine